N[C@@H](C)C(=O)OCC1(COC1)C (3-methyloxetan-3-yl)methyl L-alaninate